3-benzyloxy-1-(2-tert-butoxy-2-oxo-ethyl)-6-methyl-2-oxo-pyridine-4-carboxylic acid C(C1=CC=CC=C1)OC=1C(N(C(=CC1C(=O)O)C)CC(=O)OC(C)(C)C)=O